(1R,5S,6S,7R)-6-[[[[7-(bis(4-methoxyphenyl)(phenyl)methoxy)-6-acetoxy-8,8-dimethyl-8-azoniabicyclo[3.2.1]octan-3-yl]oxy]carbonyl]amino]hexyl (N,N-diisopropylamino)phosphite C(C)(C)N(C(C)C)P(OCCCCCCNC(=O)OC1C[C@@H]2[C@H]([C@H]([C@H](C1)[N+]2(C)C)OC(C)=O)OC(C2=CC=CC=C2)(C2=CC=C(C=C2)OC)C2=CC=C(C=C2)OC)([O-])[O-]